COCOC=1C=CC=2N(C1)N=CC2C#N 6-(methoxymethoxy)pyrazolo[1,5-a]pyridine-3-carbonitrile